4-amino-3-(4-phenoxyphenyl)-1H-pyrazolo(3,4-d)pyrimidin NC1=C2C(=NC=N1)NN=C2C2=CC=C(C=C2)OC2=CC=CC=C2